C(C)(C)(C)[Si](C)(C)OCC1=C(C(=NC=C1)C=1C=NC(=NC1)N1CCOCC1)F Tert-butyl-[[3-fluoro-2-(2-morpholinylpyrimidin-5-yl)-4-pyridinyl]methoxy]-dimethyl-silane